1-(5-(4-(dimethoxymethyl)piperidine-1-carbonyl)-2-methoxyphenyl)dihydropyrimidine-2,4(1H,3H)-dione COC(C1CCN(CC1)C(=O)C=1C=CC(=C(C1)N1C(NC(CC1)=O)=O)OC)OC